(4S)-2-{[(2S)-1,4-dioxan-2-yl]methyl}-4-methyl-N-{[(2S)-oxolan-2-yl]methyl}-8-(trifluoromethyl)-4,5-dihydro-2H-furo[2,3-g]indazole-7-carboxamide O1[C@H](COCC1)CN1N=C2C3=C(C[C@@H](C2=C1)C)OC(=C3C(F)(F)F)C(=O)NC[C@H]3OCCC3